N1(CCO[C@H]2[C@@H]1C1=C(CC2)C=CC=C1)C(=O)C1=C(C=C2N=C(C=3N(C2=C1)C=NC3)N)F cis-2,3,4a,5,6,10b-hexahydrobenzo[f][1,4]benzoxazin-1-yl-(4-amino-7-fluoro-imidazo[1,5-a]quinoxalin-8-yl)methanone